OC(CNC1=CC(=CC=C1)OC1=CC=CC=C1)C1=CNC(O1)=S 5-[1-hydroxy-2-(3-phenoxyphenylamino)ethyl]-1,3-oxazole-2(3H)-thione